(3-(6-Cyclopropylpyridin-3-yl)-6-methoxy-1H-pyrazolo[4,3-b]pyridin-5-yl)-2,3-dihydro-1H-inden-2-ol C1(CC1)C1=CC=C(C=N1)C1=NNC=2C1=NC(=C(C2)OC)C2C(CC1=CC=CC=C21)O